1-(1,2-benzoxazol-3-yl)-1-fluoroethane-1-sulfonamide O1N=C(C2=C1C=CC=C2)C(C)(S(=O)(=O)N)F